(4-(4-chloropyridin-2-yl)phenyl)carbamic acid tert-butyl ester C(C)(C)(C)OC(NC1=CC=C(C=C1)C1=NC=CC(=C1)Cl)=O